4-benzyloxy-3-nitro-α-bromoacetophenone C1=CC=C(C=C1)COC2=C(C=C(C=C2)C(=O)CBr)[N+](=O)[O-]